FC1=CC(=C(C=C1)C1=CC(=CC=C1)C=1OC2=C(N1)C=C(C=C2C(F)(F)F)CN2C(O[C@@H]1[C@H]2CCC1)=O)C1=NN=CN1C (3aR,6aS)-3-((2-(4'-Fluoro-2'-(4-methyl-4H-1,2,4-triazol-3-yl)-[1,1'-biphenyl]-3-yl)-7-(trifluoromethyl)benzo[d]oxazol-5-yl)methyl)hexahydro-2H-cyclopenta[d]oxazol-2-one